6-(2-((3-fluorobenzyl)amino)-6,7-dihydrothiazolo[5,4-c]pyridin-5(4H)-yl)-5-methylnicotinonitrile FC=1C=C(CNC=2SC=3CN(CCC3N2)C2=NC=C(C#N)C=C2C)C=CC1